[O].[C].[N] Nitrogen Carbon Oxygen